ClC1=NC(=C2N=CN(C2=N1)CC(=O)C1=NC=CC=C1)N1N=C(C=C1)C1=NC(=CC=C1)C 2-(2-chloro-6-(3-(6-methylpyridin-2-yl)-1H-pyrazol-1-yl)-9H-purin-9-yl)-1-(pyridin-2-yl)ethan-1-one